4-Fluorostyrylacetamide FC1=CC=C(C=CCC(=O)N)C=C1